C(=CCCCC)OC(\C=C/CCC)=O HEXENYL-3-CIS-HEXENOATE